NC1=NC2=C(C=CC=C2C(=N1)C(=O)NCC1=NC(=CC=C1)C1(CCC1)O)OC 2-amino-N-[[6-(1-hydroxycyclobutyl)-2-pyridyl]methyl]-8-methoxy-quinazoline-4-carboxamide